[4-(5,6-dimethoxybenzimidazol-1-yl)phenyl]amid COC1=CC2=C(N(C=N2)C2=CC=C(C=C2)[NH-])C=C1OC